tert-butyl 4-[3-(2,6-dibenzyloxy-3-pyridinyl) phenyl]-3,6-dihydro-2H-pyridine-1-carboxylate C(C1=CC=CC=C1)OC1=NC(=CC=C1C=1C=C(C=CC1)C=1CCN(CC1)C(=O)OC(C)(C)C)OCC1=CC=CC=C1